3-(5-chloro-2-methoxyphenyl)-1-methyl-1H-pyrazol-4-ylcarbamic acid tert-butyl ester C(C)(C)(C)OC(NC=1C(=NN(C1)C)C1=C(C=CC(=C1)Cl)OC)=O